O1C(C=CCC1)=O 5H-pyrone